CN(C(CC=1SC2=C(N1)C=C(C=C2)[C@@H]2NC[C@H](CC2)C)C)C N,N-dimethyl-1-(5-((2R,5S)-5-methylpiperidin-2-yl)benzo[d]thiazol-2-yl)Propan-2-amine